O=C1N(C=CC=C1NC1=C(N=NC(=C1)NC(=O)C1CC1)C(=O)NC)C1=NC=CC=C1 4-((2-oxo-2H-[1,2'-bipyridin]-3-yl)amino)N-methyl-6-(cyclopropanecarboxamido)pyridazine-3-Carboxamide